3-(3-(trifluoromethyl)-3H-naphthyridin-3-yl)benzoic acid FC(C1(CN=C2N=CC=CC2=C1)C=1C=C(C(=O)O)C=CC1)(F)F